C(C1=CC=CC=C1)N(C(OC(C)(C)C)=O)C1=NC(=NN2C1=CC=C2OCC2CC2)N2C(=CC1=C(C=CC=C21)CNS(NC(=O)OC(C)(C)C)(=O)=O)C tert-butyl benzyl(2-(4-(((N-(tert-butoxycarbonyl)sulfamoyl)amino)methyl)-2-methyl-1H-indol-1-yl)-7-(cyclopropylmethoxy)pyrrolo[2,1-f][1,2,4]triazin-4-yl)carbamate